1,1,1,2,2,3,3,4,4,5,5,6,6-tridecafluorohexacosane FC(C(C(C(C(C(CCCCCCCCCCCCCCCCCCCC)(F)F)(F)F)(F)F)(F)F)(F)F)(F)F